N-[2,4-dichloro-6-[[(1S)-3-(cyclopropylamino)-1-[[(3S,5R)-5-methyl-2-oxo-pyrrolidin-3-yl]methyl]-2,3-dioxo-propyl]carbamoyl]phenyl]-3-fluoro-bicyclo[1.1.1]pentane-1-carboxamide ClC1=C(C(=CC(=C1)Cl)C(N[C@H](C(C(=O)NC1CC1)=O)C[C@H]1C(N[C@@H](C1)C)=O)=O)NC(=O)C12CC(C1)(C2)F